trihydroxybenzenepropiolic acid OC1=C(C(=C(C=C1)C#CC(=O)O)O)O